OC1=C(C=CC=C1)C=1N=NC2=CC(=CC=C2C1)C1CN(C1)C1=NC=C(C=N1)C1=NOC(=C1)C(C(=O)O)C(C)C 2-[3-(2-{3-[3-(2-hydroxyphenyl)cinnolin-7-yl]azetidin-1-yl}pyrimidin-5-yl)-1,2-oxazol-5-yl]-3-methylbutanoic acid